N5-(4-(2-(Azetidin-1-yl)ethoxy)phenethyl)-2-(furan-2-yl)-[1,2,4]triazolo[1,5-a][1,3,5]triazine-5,7-diamine N1(CCC1)CCOC1=CC=C(CCNC2=NC=3N(C(=N2)N)N=C(N3)C=3OC=CC3)C=C1